(1s,15S,16S,19s)-15-{[(2R)-1,1,1-trifluoropropan-2-yl]amino}-8,18-dioxa-11-azatetracyclo[17.1.1.02,7.011,16]henicosa-2(7),3,5-trien-10-one FC([C@@H](C)N[C@H]1CCCN2C(COC=3C=CC=CC3C3CC(OC[C@H]12)C3)=O)(F)F